2-(naphthalen-1-yl)-9,10-diphenyl-9,10-dihydroanthracene-9,10-diol C1(=CC=CC2=CC=CC=C12)C1=CC=2C(C3=CC=CC=C3C(C2C=C1)(O)C1=CC=CC=C1)(O)C1=CC=CC=C1